5-hydroxy-N-(isoxazol-4-yl)-1-methyl-6-oxo-2-((1S,2S)-1-phenyl-1-(2-(trifluoromethyl)phenyl)propan-2-yl)-1,6-dihydropyrimidine-4-carboxamide OC1=C(N=C(N(C1=O)C)[C@H]([C@H](C1=C(C=CC=C1)C(F)(F)F)C1=CC=CC=C1)C)C(=O)NC=1C=NOC1